2-(4-((tert-butoxycarbonyl)amino)piperazin-1-yl)acetic acid C(C)(C)(C)OC(=O)NN1CCN(CC1)CC(=O)O